FC1=C(C=O)C=C(C(=C1O)F)F 2,4,5-trifluoro-3-hydroxybenzaldehyde